3-ethyl-5,6-difluoro-2-((R)-1-((S)-5-methyl-1,4-diazepan-1-yl)butyl)quinazolin-4(3H)-one C(C)N1C(=NC2=CC=C(C(=C2C1=O)F)F)[C@@H](CCC)N1CCN[C@H](CC1)C